CC=1C(=NC=C(C1)C)N1[C@H](CN(CC1)C(=O)OC(C)(C)C)C tert-butyl (S)-4-(3,5-dimethylpyridin-2-yl)-3-methylpiperazine-1-carboxylate